N(=[N+]=[N-])CCOCCOCC 2-(2-(2-Azidoethoxy)ethoxy)ethane